hexahydro-4,7-methylene-1H-inden-5-ol acetate (tricyclodecenyl-acetate) C1(=CCCCCCCCC1)C(C(=O)O)(C1=CCCCCCCCC1)C1=CCCCCCCCC1.C(C)(=O)O.C1C2C3CCCC3=C1CC2O